ClC=1C(=C(C2=C(N(CCO2)C)C1)C(=O)O)F 6-Chloro-7-fluoro-4-methyl-3,4-dihydro-2H-1,4-benzoxazine-8-carboxylic acid